FC1=C(C=CC(=C1)F)S(=O)(=O)NC=1C(=NC=C(C1)N1CC2=C(N=CN=C2N2CCNCC2)CC1)OC 2,4-difluoro-N-(2-methoxy-5-(4-(piperazine-1-yl)-7,8-dihydropyrido[4,3-d]pyrimidine-6(5H)-yl)pyridine-3-yl)benzenesulfonamide